5-[(2R,4R)-4-{[(7R)-2,2-difluoro-7-methyl-6,7-dihydro-2H-furo[2,3-f][1,3]benzodioxole-7-carbonyl]amino}-7-methoxy-3,4-dihydro-2H-1-benzopyran-2-yl]pyrazine-2-carboxylic acid FC1(OC2=C(O1)C=C1C(=C2)OC[C@@]1(C(=O)N[C@@H]1C[C@@H](OC2=C1C=CC(=C2)OC)C=2N=CC(=NC2)C(=O)O)C)F